[O-]C#N.CC1(CCCCCC1)C1CCCCCC1 methyl-bicycloheptane cyanate